1-(Allyloxy)-2-methyl-1-oxopropan-2-yl 5-(3-amino-2,6-dioxo-4-(trifluoromethyl)-3,6-dihydropyrimidin-1(2H)-yl)-4-Fluoro-2-iodobenzoate NN1C(N(C(C=C1C(F)(F)F)=O)C=1C(=CC(=C(C(=O)OC(C(=O)OCC=C)(C)C)C1)I)F)=O